Cl.ClC1=NC(=CC(=C1)COC([C@H](CC1=CC(NC=C1)=O)N)=O)Cl.C12NC(CC(C1)C2)COC=2N=CC1=CC=CC=C1C2 3-{2-azabicyclo[3.1.1]hept-3-ylmethoxy}isoquinoline (2,6-Dichloropyridin-4-yl)methyl-(S)-2-amino-3-(2-oxo-1,2-dihydropyridin-4-yl)propanoate hydrochloride